2'-(dicyclohexylphosphino)-N2,N2,N6,N6-tetramethyl-[1,1'-biphenyl]-2,6-diamine C1(CCCCC1)P(C1=C(C=CC=C1)C=1C(=CC=CC1N(C)C)N(C)C)C1CCCCC1